2-(2-((5-(3-(aminomethyl)phenyl)-2-(difluoromethyl)benzofuran-3-yl)methoxy)-4-methoxyphenyl)acetic acid NCC=1C=C(C=CC1)C=1C=CC2=C(C(=C(O2)C(F)F)COC2=C(C=CC(=C2)OC)CC(=O)O)C1